4-Bromo-5-chloro-1-(3-methoxy-3-oxopropyl)-3-methyl-1H-indole-2-carboxylic acid methyl ester COC(=O)C=1N(C2=CC=C(C(=C2C1C)Br)Cl)CCC(=O)OC